C(C)OC(=O)C=1SC=CC1 ethyl-2-thiophenecarboxylate